3-benzyl-4-(3-methyl-1H-pyrazolo[3,4-c]pyridin-5-yl)morpholine C(C1=CC=CC=C1)C1N(CCOC1)C=1C=C2C(=CN1)NN=C2C